BrC\C=C/CCC(C)(C)C Z-1-bromo-6,6-dimethyl-2-heptene